tert-butyl (3,3-difluoro-1-(2-formylhydrazine-1-carbonyl)cyclobutyl)carbamate FC1(CC(C1)(C(=O)NNC=O)NC(OC(C)(C)C)=O)F